(S)-5-chloro-N-(2,4-dimethoxybenzyl)-2-fluoro-4-((1-(2-fluorophenyl)ethyl)amino)-N-(5-chlorothiazol-2-yl)benzenesulfonamide ClC=1C(=CC(=C(C1)S(=O)(=O)N(C=1SC(=CN1)Cl)CC1=C(C=C(C=C1)OC)OC)F)N[C@@H](C)C1=C(C=CC=C1)F